deoxy-beta-D-galactopyranose C1[C@H](O)[C@@H](O)[C@@H](O)[C@H](O1)CO